N1C=NC2=C1C=CC=C2C2=CC1=C(C=3N(CCC1NC1=CC=C(C=C1)Cl)N=NC3C)C=C2 9-(1H-benzo[d]imidazol-4-yl)-N-(4-chlorophenyl)-1-methyl-6,7-dihydro-5H-benzo[c][1,2,3]triazolo[1,5-a]azepin-7-amine